C(=O)(O)C1=CC=C(OCCCCCCOC2=CC=C(C=C2)C(=O)O)C=C1 1,6-bis(4-carboxyphenoxy)hexane